FC1=C(C=CC=C1C=1C=NN(C1)C(C)C1=CC=C(C=C1)F)C1=C(C=2N(C=C1)N=C(N2)N)OC 7-(2-fluoro-3-(1-(1-(4-fluorophenyl)ethyl)-1H-pyrazol-4-yl)phenyl)-8-methoxy-[1,2,4]triazolo[1,5-a]pyridin-2-amine